3-(3-phenylpropyl)-5-(1-methanesulfonyl-4-cyclobutylmethyl-pyrrolidin-2-yl)-1,2,4-oxadiazole C1(=CC=CC=C1)CCCC1=NOC(=N1)C1N(CC(C1)CC1CCC1)S(=O)(=O)C